CC(CCOC1=CC=C(C=C1)[C@@H](CC(=O)O)C#CC)C |r| (3R/S)-3-[4-(3-methylbutoxy)phenyl]hex-4-ynoic acid